[Br-].[Na+].C([O-])(O)=O.[Na+] sodium carbonate sodium bromide salt